3,4-dichloro-11-(1-(tetrahydro-2H-pyran-2-yl)-1H-pyrazol-4-yl)-7,8,9,10-tetrahydro-6H-azepino[1,2-a]indole-7-carbonitrile ClC1=CC=C2C(=C3N(C2=C1Cl)CC(CCC3)C#N)C=3C=NN(C3)C3OCCCC3